azadibenzothiophen-5,5-dioxide N1=CC=CC=2S(C3=C(C21)C=CC=C3)(=O)=O